C1(CC1)NC=1C2=C(N=C(N1)C1=CC3=CC=CC=C3C=C1)N(C(=C2)C)S(=O)(=O)C2=CC=C(C)C=C2 N-cyclopropyl-6-methyl-2-(naphthalene-2-yl)-7-tosyl-7H-pyrrolo[2,3-d]Pyrimidin-4-amine